1,4-di(2'-carboxyphenoxy)benzene C(=O)(O)C1=C(OC2=CC=C(C=C2)OC2=C(C=CC=C2)C(=O)O)C=CC=C1